C(C)OC(=O)C1=C(N=C(S1)NC1=NC(=CC(=N1)C1=CC=C(C=C1)C(=O)S1CCNCC1)N1CCC(CC1)O)C 2-[4-[4-(Thiomorpholine-1-carbonyl)-phenyl]-6-(4-hydroxy-piperidin-1-yl)pyrimidin-2-ylamino]-4-methyl-5-thiazolecarboxylic acid ethyl ester